2-[4-(difluoromethanesulfonyl)phenyl]-4-[2-methyl-6-(2,2,2-trifluoroethoxy)phenyl]-2,3-dihydro-1H-pyrrolo[3,4-c]pyridin-1-one FC(S(=O)(=O)C1=CC=C(C=C1)N1CC=2C(=NC=CC2C1=O)C1=C(C=CC=C1OCC(F)(F)F)C)F